N-[(2S)-1,1,1-trifluoropropan-2-yl]pyridin-3-carboxamide FC([C@H](C)NC(=O)C=1C=NC=CC1)(F)F